(7R,14R)-1-(difluoromethoxy)-11-((S or R)-5-hydroxy-3-methylpent-1-yn-1-yl)-6-(methyl-d3)-6,7-dihydro-7,14-methanobenzo[f]benzo[4,5]imidazo[1,2-a][1,4]diazocin-5(14H)-one FC(OC1=CC=CC=2C(N([C@H]3C=4N([C@@H](C21)C3)C3=C(N4)C=CC(=C3)C#C[C@H](CCO)C)C([2H])([2H])[2H])=O)F |o1:25|